CC=1OC(=C(N1)C1=CC(=C(C=C1)NC=1N=CC2=C(N1)C(=NC(=C2)C)N2CC1(CCO1)C2)OCC)C N-(4-(2,5-dimethyloxazol-4-yl)-2-ethoxyphenyl)-6-methyl-8-(1-oxa-6-azaspiro[3.3]heptan-6-yl)pyrido[3,4-d]pyrimidin-2-amine